COC(CC(=O)O)=O.C(CCCC(=O)O)(=O)OC1CC(CCC1C(C)C)C monomenthyl glutarate Monomethyl-malonate